OC1=C2C(C=C(OC2=C(C(=C1C)O)C)C1=CC(=C(C=C1)OC)OC)=O 5,7-dihydroxy-3',4'-dimethoxy-6,8-dimethylflavone